ClC=1C=NN(C1C1=NN2C(N(C(CC2)=O)CC2=CC(=C(C=C2)C2=NC=CC=C2Cl)OC)=C1)C(C)C 2-(4-chloro-1-isopropyl-1H-pyrazol-5-yl)-4-(4-(3-chloropyridin-2-yl)-3-methoxybenzyl)-6,7-dihydropyrazolo[1,5-a]pyrimidin-5(4H)-one